tert-Butyl (3S)-3-methyl-6-(trifluoromethylsulfonyloxy)-3,4-dihydro-2H-pyridine-1-carboxylate C[C@@H]1CN(C(=CC1)OS(=O)(=O)C(F)(F)F)C(=O)OC(C)(C)C